C(CCC)OP(=O)(OCCCC)[O-] dibutylphosphate